2-(4-Chlorobenzyl)-4-(3,4-dichlorophenyl)imidazole ClC1=CC=C(CC=2NC=C(N2)C2=CC(=C(C=C2)Cl)Cl)C=C1